O1C(=CC=C1)C1=CC(=NN1C1=CC=C2C=CN=C(C2=C1)N)C(F)(F)F 7-(5-(furan-2-yl)-3-(trifluoromethyl)-1H-pyrazol-1-yl)isoquinolin-1-amine